Racemic-(1r,2s,3s,4r,5s)-N-(3,4-dichlorophenyl)-3-(2-fluoropyridin-4-yl)-5-hydroxy-7-oxabicyclo[2.2.1]heptane-2-carboxamide ClC=1C=C(C=CC1Cl)NC(=O)[C@@H]1[C@H]2C[C@@H]([C@@H]([C@@H]1C1=CC(=NC=C1)F)O2)O |r|